CC1=C(C=C(C(=O)NCC2=NC=C3C=CC(=NC3=C2)N2C[C@@H](CC2)C=2C=NC=CC2)C=C1)S(=O)(=O)C (S)-4-methyl-3-(methylsulfonyl)-N-((2-(3-(pyridin-3-yl)pyrrolidin-1-yl)-1,6-naphthyridin-7-yl)methyl)benzamide